FC1=C(C(=CC=C1)N1CCN(CC1)C(C)C)NC(=O)N1C2CC(CC1CC2)C2=CC=C(C=C2)C N-{2-fluoro-6-[4-(propan-2-yl)piperazin-1-yl]phenyl}-3-(4-methylphenyl)-8-azabicyclo[3.2.1]octane-8-Carboxamide